C(C)(C)(C)OC(NC1=NC=C(C=C1C)NC(C(=O)N1[C@H](CC[C@@H](C1)C)C1=CC=C(C=C1)N)=O)=O.CC1=CC=CC2=C(C3=C(C=CC=C3C(=C12)OC(=O)OC)C)OC(=O)OC 1,5-dimethyl-9,10-bis(methoxycarbonyloxy)anthracene tert-butyl-N-[5-[[2-[(2R,5S)-2-(4-aminophenyl)-5-methyl-1-piperidyl]-2-oxo-acetyl]amino]-3-methyl-2-pyridyl]carbamate